ClCC1=CC=C2CCN(CC2=C1)C(=O)OC(C)(C)C Tert-Butyl 7-(chloromethyl)-3,4-dihydroisoquinoline-2(1H)-carboxylate